N,N-diphenyl-4-(4,4,5,5-tetramethyl-1,3,2-dioxaborolan-2-yl)dibenzo[b,d]furan-2-amine C1(=CC=CC=C1)N(C1=CC2=C(OC3=C2C=CC=C3)C(=C1)B1OC(C(O1)(C)C)(C)C)C1=CC=CC=C1